OC1(CCC(CC1)C(=O)N)[C@H]1N2C(C3=CC=CC=C13)=CN=C2 (1R,4S)-4-hydroxy-4-((S)-5H-imidazo[5,1-a]isoindol-5-yl)cyclohexane-1-carboxamide